2-[4-[3-fluoro-4-(3,4,5-trifluorophenyl)-phenyl]cyclohex-3-en-1-yl]-5-propyl-1,3-dioxane FC=1C=C(C=CC1C1=CC(=C(C(=C1)F)F)F)C1=CCC(CC1)C1OCC(CO1)CCC